1,3-dimethyl-n-butylbarbituric acid CC(CC(C)C)C1C(NC(NC1=O)=O)=O